C1CCC(=CC1)CCN 2-aminoethyl-1-cyclohexene